N-(2-(5-methoxy-1H-indol-1-yl)ethyl)-4H-thieno[3,2-c]thiochromene-2-carboxamide 5,5-dioxide COC=1C=C2C=CN(C2=CC1)CCNC(=O)C1=CC=2CS(C=3C=CC=CC3C2S1)(=O)=O